(L)-Penicillamine N[C@@H](C(C)(C)S)C(=O)O